1-ethyl-3-hydroxypropyl-imidazole-aspartic acid N[C@@H](CC(=O)O)C(=O)O.C(C)C(CCO)C=1NC=CN1